7H-benz[de]anthracene-1,3-diamine C1(=CC(=C2C=CC=C3CC=4C=CC=CC4C1=C23)N)N